FC=1C=C(C=CC1C)N1N=C2N=CN=C(C2=C1)N1CC(CCC1)C(=O)NCC1=CC=C(C=C1)SC 1-(2-(3-fluoro-4-methylphenyl)-2H-pyrazolo[3,4-d]pyrimidin-4-yl)-N-(4-(methylthio)benzyl)piperidine-3-carboxamide